FC1=C(C=CC(=C1C)OC1=CC2=C(N(C=N2)C)C=C1)NC=1C2=C(N=CN1)C=NC(=C2)OC2CC1CCC(C2)N1C(C=C)=O 1-(exo-3-((4-((2-Fluoro-3-methyl-4-((1-methyl-1H-benzo[d]imidazol-5-yl)oxy)phenyl)amino)pyrido[3,4-d]pyrimidin-6-yl)oxy)-8-azabicyclo[3.2.1]octan-8-yl)prop-2-en-1-one